N1=C(N=CC=C1)C=CC(=O)N1C(\C=C\CCC1)=O (E)-1-(3-(pyrimidin-2-yl)acryloyl)-1,5,6,7-tetrahydro-2H-azepin-2-one